(((1R,2S)-2-aminocyclohexyl)amino)-4-(m-tolylamino)pyrimidine-5-carboxamide N[C@@H]1[C@@H](CCCC1)NC1=NC=C(C(=N1)NC=1C=C(C=CC1)C)C(=O)N